[Br-].O1C(OCC1)CC1=C(C=CC=C1)P(C1=CC=CC=C1)C1=CC=CC=C1 (1,3-dioxolan-2-yl)methyl-triphenylphosphine bromide